5,8-dibromo-6,7-difluoro-2-(2-hexyldecyl)oxy-3-methylquinoxaline BrC1=C2N=C(C(=NC2=C(C(=C1F)F)Br)OCC(CCCCCCCC)CCCCCC)C